2-(azetidin-3-yl)-5-bromo-6-methoxy-2H-indazole hydrochloride Cl.N1CC(C1)N1N=C2C=C(C(=CC2=C1)Br)OC